IC1CC(C1)C=1SC(=CC1)C 2-(3-iodocyclobutyl)-5-methylthiophene